CC1(CNC=2C1=NC(=CC2CNCC(C)C)C(=O)NC2=CC(=CC=C2)C2(CC(C2)CC#N)C2=NN=CN2C)C 3,3-dimethyl-7-{[(2-methylpropyl)amino]methyl}-N-{3-[(1s,3s)-3-(cyanomethyl)-1-(4-methyl-1,2,4-triazol-3-yl)cyclobutyl]phenyl}-1H,2H-pyrrolo[3,2-b]pyridine-5-carboxamide